9-[3-(9-(triphenylen-2-yl)-9H-carbazol-2-yl)phenyl]-9H-carbazole C1=C(C=CC=2C3=CC=CC=C3C3=CC=CC=C3C12)N1C2=CC=CC=C2C=2C=CC(=CC12)C=1C=C(C=CC1)N1C2=CC=CC=C2C=2C=CC=CC12